propyl 2-[[(2R)-2-(benzyloxycarbonylamino)-3-[[3-(5-methyl-1,2,4-oxadiazol-3-yl) benzoyl] amino] propionyl] amino]-4-methyl-thiazole-5-carboxylate C(C1=CC=CC=C1)OC(=O)N[C@@H](C(=O)NC=1SC(=C(N1)C)C(=O)OCCC)CNC(C1=CC(=CC=C1)C1=NOC(=N1)C)=O